5-((diethoxyphosphoryl)difluoromethyl)benzo[b]thiophene-2-carboxylic acid 4-nitrophenyl ester [N+](=O)([O-])C1=CC=C(C=C1)OC(=O)C1=CC2=C(S1)C=CC(=C2)C(F)(F)P(=O)(OCC)OCC